CN1CCC(CC1)N1N=C(C=C1)[N+](=O)[O-] 1-methyl-4-(3-nitropyrazol-1-yl)piperidine